disodium monophosphate salt hydrate O.P(=O)([O-])([O-])O.[Na+].[Na+]